2,2,2-Trifluoroethyl (S)-2-amino-3-(1H-pyrrolo[3,2-c]pyridin-3-yl)propanoate dihydrochloride Cl.Cl.N[C@H](C(=O)OCC(F)(F)F)CC1=CNC2=C1C=NC=C2